1-[5-chloro-2-(1,4-diazepan-1-yl)pyrimidin-4-yl]-N-(1-{2-methylimidazo[1,2-a]pyridin-3-yl}ethyl)azetidine-3-carboxamide ClC=1C(=NC(=NC1)N1CCNCCC1)N1CC(C1)C(=O)NC(C)C1=C(N=C2N1C=CC=C2)C